tert-butyl (3S)-3-methyl-6-[2-(1-methyl-3,6-dihydro-2H-pyridin-4-yl)-1,3-benzothiazol-5-yl]-3,4-dihydro-2H-pyridine-1-carboxylate C[C@@H]1CN(C(=CC1)C=1C=CC2=C(N=C(S2)C=2CCN(CC2)C)C1)C(=O)OC(C)(C)C